(2R)-N-benzyl-4-[6-[3-(5-chloro-2-fluoro-phenyl)-1H-pyrazol-4-yl]-1,5-naphthyridin-3-yl]piperazine-2-carboxamide C(C1=CC=CC=C1)NC(=O)[C@@H]1NCCN(C1)C=1C=NC2=CC=C(N=C2C1)C=1C(=NNC1)C1=C(C=CC(=C1)Cl)F